2-[5-ethylsulfanyl-1-oxido-6-[3-(2,2,3,3,3-pentafluoropropyl)imidazo[4,5-c]pyridin-6-yl]pyridin-1-ium-3-yl]-2-methyl-propanenitrile C(C)SC=1C=C(C=[N+](C1C1=CC2=C(C=N1)N(C=N2)CC(C(F)(F)F)(F)F)[O-])C(C#N)(C)C